tert-butyl (5-(4-propionamidophenyl)thiazolo[5,4-b]pyridin-2-yl)carbamate C(CC)(=O)NC1=CC=C(C=C1)C1=CC=C2C(=N1)SC(=N2)NC(OC(C)(C)C)=O